C(C1=CC=CC=C1)OC1=NC(=CC=C1C1=NN(C2=C(C=CC=C12)N1C[C@H](N(CC1)CC1CCN(CC1)C(=O)OC(C)(C)C)C)C)OCC1=CC=CC=C1 tert-butyl (R)-4-((4-(3-(2,6-bis(benzyloxy)pyridin-3-yl)-1-methyl-1H-indazol-7-yl)-2-methylpiperazin-1-yl)methyl)piperidine-1-carboxylate